C(CCCCC)C1C(C1C(=O)O)(C)C 3-hexyl-2,2-dimethylcyclopropanecarboxylic acid